C(C)(C)C1=C(CC=2C(=NC(=NC2)N)N)C=C(C(=C1)OC)S(=O)(=O)C 5-(2-Isopropyl-5-methanesulfonyl-4-methoxy-benzyl)-pyrimidine-2,4-diamine